COC=1C(C(=C(C(C1OC)=O)C)CC=C(C)C)=O 2,3-Dimethoxy-5-methyl-6-(3-methyl-2-butenyl)-1,4-benzoquinone